2-(3,4-dimethylpiperazin-1-yl)ethan-1-amine CC1CN(CCN1C)CCN